2-(3-bromo-2-iodophenyl)acetonitrile BrC=1C(=C(C=CC1)CC#N)I